1-({3,4-difluoro-2-[(2-fluoro-4-iodophenyl)amino]Phenyl}carbonyl)-3-{[(1,1-dimethylprop-2-yn-1-yl)amino]Methyl}azetidin-3-ol FC=1C(=C(C=CC1F)C(=O)N1CC(C1)(O)CNC(C#C)(C)C)NC1=C(C=C(C=C1)I)F